F[C@]12[C@H]3CC[C@@]4([C@H](CC[C@H]4[C@@H]3CC[C@@H]2C[C@](CC1)(C)O)C(CN1N=C2C=NC=CC2=C1)=O)C 1-((3R,5R,8S,9S,10R,13S,14S,17S)-10-Fluoro-3-hydroxy-3,13-dimethylhexadecahydro-1H-cyclopenta[a]phenanthren-17-yl)-2-(2H-pyrazolo[3,4-c]pyridin-2-yl)ethan-1-one